(7R,14R)-11-(2-((1S,2R)-1-amino-2-methylcyclobutyl)pyrimidin-5-yl)-1-ethynyl-6-(methyl-d3)-6,7-dihydro-7,14-methanobenzo[f]benzo[4,5]imidazo[1,2-a][1,4]diazocin-5(14H)-one N[C@@]1([C@@H](CC1)C)C1=NC=C(C=N1)C1=CC2=C(N=C3N2[C@H]2C4=C(C(N([C@@H]3C2)C([2H])([2H])[2H])=O)C=CC=C4C#C)C=C1